NC1=C(C=NN1CC1=C(C=CC=C1)N(C)C)C(=O)N1C[C@@]2(CCC1)C1=C(NC(O2)=O)C=CC(=C1F)Cl (R)-1'-(5-Amino-1-(2-(dimethylamino)benzyl)-1H-pyrazole-4-carbonyl)-6-chloro-5-fluorospiro[benzo[d][1,3]oxazine-4,3'-piperidin]-2(1H)-one